BrC=1C=C2C=CC(=NC2=C(C1F)N1CCC(CC1)(F)F)OC 6-bromo-8-(4,4-difluoropiperidin-1-yl)-7-fluoro-2-methoxyquinoline